3-(((1R,3r,5S)-bicyclo[3.1.0]hexan-3-yl)oxy)-2-fluoro-4-(((1-methylcyclopropyl)sulfonyl)carbamoyl)benzoic acid [C@H]12CC(C[C@@H]2C1)OC=1C(=C(C(=O)O)C=CC1C(NS(=O)(=O)C1(CC1)C)=O)F